B(O)(O)O.C(C)[Si](CC)(CC)CC(O)(C)C(C)(C)O triethylsilyl-pinacol borate